BrC=1C(=C2C3(CN(C(C2=CC1)=O)CC(=O)OC)C(C3)(F)F)F methyl 2-(6'-bromo-2,2,5'-trifluoro-1'-oxo-1'H-spiro[cyclopropane-1,4'-isoquinolin]-2'(3'H)-yl)acetate